tert-butyl 4-oxo-2,3-dihydropyridine-1-carboxylate O=C1CCN(C=C1)C(=O)OC(C)(C)C